N-tetradecyl-2-phenyl-3-benzyloxy-quinolin-4-one C(CCCCCCCCCCCCC)N1C(=C(C(C2=CC=CC=C12)=O)OCC1=CC=CC=C1)C1=CC=CC=C1